tert-Butyl 7,9-dioxo-1-oxa-4,8-diazaspiro[5.5]undecane-8-carboxylate O=C1C2(CNCCO2)CCC(N1C(=O)OC(C)(C)C)=O